FC=1C=C(CSC2=C3CN(C(C3=CC=C2)=O)C2C(NC(CC2)=O)=O)C=C(C1CN1CCCCC1)F 3-(4-((3,5-difluoro-4-(piperidin-1-ylmethyl)benzyl)thio)-1-oxoisoindolin-2-yl)piperidine-2,6-dione